ClC=1C=C(C=CC1OC(F)F)NC=1C2=C(N=CN1)C=CC(=N2)N2[C@H]1CN[C@@H](C2)CC1 N-[3-chloro-4-(difluoromethoxy)phenyl]-6-[(1R,4R)-2,5-diazabicyclo[2.2.2]octan-2-yl]pyrido[3,2-d]pyrimidin-4-amine